(3R,4S)-3-cyclopropyl-4-methyl-1-(2-(1-methyl-1H-pyrazol-4-yl)imidazo[1,2-b]pyridazin-8-yl)-2-oxopyrrolidine-3-carbonitrile C1(CC1)[C@]1(C(N(C[C@H]1C)C=1C=2N(N=CC1)C=C(N2)C=2C=NN(C2)C)=O)C#N